ClC1=C(C=C(C=C1)C(CN1N=C(C(=C1C(=O)OC)COC)C(=O)OCC)=O)C 3-Ethyl 5-methyl 1-[2-(4-chloro-3-methylphenyl)-2-oxoethyl]-4-(methoxymethyl)-1H-pyrazole-3,5-dicarboxylate